2-butyl-1-(3-(((2-methyl-2-morpholinopropyl)amino)methyl)benzyl)-1H-imidazo[4,5-d]thieno[3,2-b]pyridin-4-amine C(CCC)C1=NC=2C(=C3C(=NC2N)C=CS3)N1CC1=CC(=CC=C1)CNCC(C)(N1CCOCC1)C